4-[(2-bromo-3-chloro-phenoxy)methyl]thiazole BrC1=C(OCC=2N=CSC2)C=CC=C1Cl